ClC1=C(C=C2CCNCC2=C1)NC1=NC=C(C(=N1)C1=CC(=CS1)C#N)C(F)(F)F 5-(2-((7-Chloro-1,2,3,4-tetrahydroisoquinolin-6-yl)amino)-5-(trifluoromethyl)pyrimidin-4-yl)thiophene-3-carbonitrile